CC1C(C(CC=C1)(C)C)C(=O)[O-] 2,6,6-trimethyl-3-cyclohexene-1-carboxylate